(1r,2r,5r)-5-amino-2-methylcyclohexanol hydrochloride Cl.N[C@@H]1CC[C@H]([C@@H](C1)O)C